tert-butyl-4-(3-(2-allyl-6-((1-methyl-1H-pyrazol-4-yl)amino)-3-oxo-2,3-dihydro-1H-pyrazolo[3,4-d]pyrimidin-1-yl)phenoxy)piperidine-1-carboxylate C(C)(C)(C)OC(=O)N1CCC(CC1)OC1=CC(=CC=C1)N1N(C(C=2C1=NC(=NC2)NC=2C=NN(C2)C)=O)CC=C